1-(6-((1-(4-(difluoromethyl)phenyl)-4-methyl-1H-1,2,3-triazol-5-yl)methoxy)pyridazin-3-yl)azetidin-2-one FC(C1=CC=C(C=C1)N1N=NC(=C1COC1=CC=C(N=N1)N1C(CC1)=O)C)F